3-[(3-chloro-2-fluorophenyl)sulfinyl]-4-[5-(2-chloro-4-methylbenzyl)-5,6-dihydro-4H-1,2,4-oxadiazin-3-yl]cinnoline ClC=1C(=C(C=CC1)S(=O)C=1N=NC2=CC=CC=C2C1C1=NOCC(N1)CC1=C(C=C(C=C1)C)Cl)F